ClC=1C(=CC(=C(C(=O)OC)C1)NC1=C(C(=C(C=C1)F)F)C=O)C(F)(F)F methyl 5-chloro-2-((3,4-difluoro-2-formylphenyl) amino)-4-(trifluoromethyl)-benzoate